Br.Br.ClC1=C(C=C2CC[C@@H](CC2=C1)N[C@H](C(=O)NC=1N=CN(C1)C(CNCC(C)(C)C)(C)C)CCC)F (S)-2-(((S)-7-chloro-6-fluoro-1,2,3,4-tetrahydronaphthalen-2-yl)amino)-N-(1-(2-methyl-1-(neopentanylamino)propan-2-yl)-1H-imidazol-4-yl)pentanoamide dihydrobromide